COC(C1=C(C=C(C=C1OC)C1(CCCC1)C#N)Cl)=O 2-chloro-4-(1-cyanocyclopentyl)-6-methoxybenzoic acid methyl ester